C(C)(C)C1=NNC(C2=C1SC=C2)=O 7-isopropyl-5H-thieno[2,3-d]pyridazin-4-one